ClC=1C(=NN(C1)CC)CCl 4-chloro-3-(chloromethyl)-1-ethylpyrazole